CN([C@H](CNC(C[C@@H](C1(CC1)C(F)(F)F)C=1C=NC=CC1)=O)CC=1C=C2C=NNC2=C(C1)F)C (R)-N-((S)-2-(dimethylamino)-3-(7-fluoro-1H-indazol-5-yl)propyl)-3-(pyridin-3-yl)-3-(1-(trifluoromethyl)cyclopropyl)propanamide